FC1=C(C=C(C=C1)[C@@H]1[C@H](C1)B1OC(C(O1)(C)C)(C)C)C(F)(F)F |r| racemic-2-((1S,2S)-2-(4-fluoro-3-(trifluoromethyl)phenyl)cyclopropyl)-4,4,5,5-tetramethyl-1,3,2-dioxaborolane